C1=CC(C=2C=CC3=C(C12)C=CC=C3)[Si](C3(C(=C(C(=C3)C)C)C)C)(C)C (3-Benz[e]indenyl)dimethyl(tetramethylcyclopentadienyl)silane